C(=O)C1CCC(CC1)C=1OC2=C(N1)C=C(C(=C2)NC(=O)C2=NC(=CC=C2)C(F)(F)F)OC.[Mn+2] manganese (II) N-[2-(4-formylcyclohexyl)-5-methoxy-1,3-benzoxazol-6-yl]-6-(trifluoromethyl)pyridine-2-carboxamide